CC1(OCC(CO1)COCC(C(=O)N(C)OC)COCC1COC(OC1)(C)C)C 3-((2,2-dimethyl-1,3-dioxan-5-yl)methoxy)-2-(((2,2-dimethyl-1,3-dioxan-5-yl)methoxy)methyl)-N-methoxy-N-methylpropanamide